FC(C1=CC(=C(C=C1)F)[N+](=O)[O-])F 4-(difluoromethyl)-1-fluoro-2-nitro-benzene